C(C=C)(=O)N1CCC(CC1)CC(=O)N[C@H](C(=O)OC)CC1=CC=C(C=C1)OCC1=CC=CC=C1 Methyl (S)-2-(2-(1-acryloylpiperidin-4-yl)acetamido)-3-(4-(benzyloxy)phenyl)propanoate